methyl (2-methyl-propionate) CC(C(=O)OC)C